C1(CCC(N1NC=1C=C(C(F)(F)F)C=CC1)=O)=O N-succinimidyl-3-aminotrifluorotoluene